CC1=C(C(=CC(=C1)C)C)[Mg]Cl (2,4,6-trimethylphenyl)magnesium chloride